ClC=1C=CC(=C(C1)CC(=O)NC1=CC(=NC=C1)C(=O)NC(CO)C1=NC=CC=C1)O 4-[[2-(5-Chloro-2-hydroxy-phenyl)acetyl]amino]-N-[2-hydroxy-1-(2-pyridyl)ethyl]pyridine-2-carboxamide